(R)-1-(1-(3'-(1-cyanocyclopropyl)-[1,1'-biphenyl]-4-yl)-2-hydroxyethyl)-3-(2-ethynyl-thiazol-4-yl)urea C(#N)C1(CC1)C=1C=C(C=CC1)C1=CC=C(C=C1)[C@H](CO)NC(=O)NC=1N=C(SC1)C#C